O=C1C(C(C2=CC(=CC=C12)C(=O)C=1C=C2C(C(C(C2=CC1)=O)C(COC(C)C)=O)=O)=O)C(COC(C)C)=O 5-{1,3-dioxo-2-[2-(propan-2-yloxy)acetyl]-2,3-dihydro-1H-indene-5-carbonyl}-2-[2-(propan-2-yloxy)acetyl]-2,3-dihydro-1H-indene-1,3-dione